ClC=1C=C2C(=CNC2=CC1Cl)C=O 5,6-dichloro-1H-indole-3-carbaldehyde